N[C@@H]1CC=2C(=NC=CC2)C12CCN(CC2)C2=NC(=C(C(=N2)C#N)C2=C(C(=CC=C2)Cl)Cl)C 2-((R)-6-amino-5,6-dihydrospiro[cyclopenta[b]pyridine-7,4'-piperidin]-1'-yl)-5-(2,3-dichlorophenyl)-6-methylpyrimidine-4-carbonitrile